2,4,6-trimethylbenzyl carbamate C(N)(OCC1=C(C=C(C=C1C)C)C)=O